FC1(CCN(CC1)C1=C(C(N(C2=CC(=CC=C12)OC1COCC1)C)=O)C(=O)N)C=1OC2=C(N1)C=C(C=C2)C 4-[4-Fluoro-4-(5-methyl-1,3-benzooxazol-2-yl)piperidin-1-yl]-1-methyl-2-oxo-7-[(oxolan-3-yl)oxy]-1,2-dihydroquinoline-3-carboxamide